3-(2-(2-(2-aminoethoxy)ethoxy)ethoxy)propanoic acid NCCOCCOCCOCCC(=O)O